7-formyl-1,4-dioxaspiro[4.5]dec-7-ene-8-carboxylic acid methyl ester COC(=O)C1=C(CC2(OCCO2)CC1)C=O